N-(cis-1-acetyl-2-(((cis-4-isopropylcyclohexyl)oxy)methyl)-piperidin-3-yl)-2-methylpropane-1-sulfonamide C(C)(=O)N1[C@H]([C@H](CCC1)NS(=O)(=O)CC(C)C)CO[C@@H]1CC[C@@H](CC1)C(C)C